3-(1,1-difluoro-2-oxo-2-((pyridin-3-ylmethyl)amino)ethyl)-N-(3,4-difluorophenyl)-4-fluorobenzamide FC(C(NCC=1C=NC=CC1)=O)(F)C=1C=C(C(=O)NC2=CC(=C(C=C2)F)F)C=CC1F